3,9-bis[1,1-dimethyl-2-{(3-tertiary-butyl-4-hydroxy-5-methylphenyl)propionyloxy}ethyl]-2,4,8,10-tetraoxaspiro[5.5]undecane CC(COC(CCC1=CC(=C(C(=C1)C)O)C(C)(C)C)=O)(C)C1OCC2(CO1)COC(OC2)C(COC(CCC2=CC(=C(C(=C2)C)O)C(C)(C)C)=O)(C)C